2-(6-(((1S,4S,5S,6R)-6-fluoro-1,4-dimethyl-2-azabicyclo[2.2.2]octan-5-yl)(methyl)amino)pyridazin-3-yl)-5-(4-methyl-1H-imidazol-1-yl)phenol F[C@@H]1[C@H]([C@@]2(CN[C@]1(CC2)C)C)N(C2=CC=C(N=N2)C2=C(C=C(C=C2)N2C=NC(=C2)C)O)C